4-((2-(azetidin-1-ylmethyl)-6-fluorobenzyl)amino)-2,6-difluoro-N-(pyridazin-3-yl)-N-((2-(trimethylsilyl)ethoxy)methyl)benzenesulfonamide N1(CCC1)CC1=C(CNC2=CC(=C(C(=C2)F)S(=O)(=O)N(COCC[Si](C)(C)C)C=2N=NC=CC2)F)C(=CC=C1)F